N1(CC=CC1)CCCCCC(=O)NC(C(=O)N)CCC 2-(6-(2,5-dihydro-1H-pyrrol-1-yl)hexanamido)pentanamide